methyl 4-(3-fluoro-2-(trifluoromethyl)phenyl)-2-(fluoromethyl)-5-oxo-1,4,5,7-tetrahydrofuro[3,4-b]pyridine-3-carboxylate FC=1C(=C(C=CC1)C1C2=C(NC(=C1C(=O)OC)CF)COC2=O)C(F)(F)F